ClC=1C=NC=C(C1CC#N)C 2-(3-chloro-5-methylpyridin-4-yl)acetonitrile